NCC(=O)NC=1C=CC(=C(C(=O)NCC=2N=CN3C2C=CC=C3)C1)C 5-(2-aminoacetamido)-N-(imidazo[1,5-a]pyridin-1-ylmethyl)-2-methylbenzamide